(3R,6S)-6-(5-amino-2-fluorophenyl)-3-fluoro-3-(fluoromethyl)-6-methylpiperidine-2-thione NC=1C=CC(=C(C1)[C@@]1(CC[C@](C(N1)=S)(CF)F)C)F